C12CC(CC(CC1)N2)NC(OC(C)(C)C)=O tert-butyl (exo-8-azabicyclo[3.2.1]octan-3-yl)carbamate